3-(1,4-dimethyl-1H-benzo[d][1,2,3]triazol-5-yl)-3-(3-(((R)-2-ethyl-2,3-dihydronaphtho[2,1-f][1,4]oxazepin-4(5H)-yl)methyl)-4-methylphenyl)-2,2-dimethylpropanoic acid methyl ester COC(C(C(C1=CC(=C(C=C1)C)CN1C[C@H](OC2=C(C1)C=CC1=CC=CC=C12)CC)C1=C(C2=C(N(N=N2)C)C=C1)C)(C)C)=O